4-((2-methoxy-3-(1-(methoxyimino)ethyl)phenyl)amino)-N-methylpyridazine-3-carboxamide COC1=C(C=CC=C1C(C)=NOC)NC1=C(N=NC=C1)C(=O)NC